(E)-N-((1,2,3,5,6,7-hexahydro-s-indacen-4-yl)carbamoyl)-2-(2-methyloctahydrocyclopenta[c]pyrrol-5-yl)ethene-1-sulfonimidamide C1CCC2=C(C=3CCCC3C=C12)NC(=O)NS(=O)(=N)\C=C\C1CC2C(CN(C2)C)C1